(R)-(3-aminopiperidin-1-yl)(2-(1-(cyclopropylmethyl)-6-(isopropylsulfonyl)-1H-pyrrolo[2,3-b]pyridin-2-yl)-7-methoxy-1-methyl-1H-benzo[d]imidazol-5-yl)methanone N[C@H]1CN(CCC1)C(=O)C1=CC2=C(N(C(=N2)C2=CC=3C(=NC(=CC3)S(=O)(=O)C(C)C)N2CC2CC2)C)C(=C1)OC